CN(C(=O)C=1N(C=CN1)CC=1SC(=CC1)C1=NOC(=N1)C(F)(F)F)C N,N-dimethyl-1-[[5-[5-(trifluoromethyl)-1,2,4-oxadiazol-3-yl]-2-thienyl]methyl]imidazole-2-carboxamide